N-(4-((2-(ethylcarbamoyl)pyridin-4-yl)oxy)-3-fluorophenyl)-1-(4-fluorophenyl)-4-oxo-1,4-dihydroquinoline-3-carboxamide C(C)NC(=O)C1=NC=CC(=C1)OC1=C(C=C(C=C1)NC(=O)C1=CN(C2=CC=CC=C2C1=O)C1=CC=C(C=C1)F)F